N-(1-cyanocyclopropyl)-9-(5-(di-fluoromethyl)-1,3,4-thiadiazol-2-yl)-4-(1,1-dioxidothiomorpholino)-9H-pyrimido[4,5-b]indole-7-sulfonamide C(#N)C1(CC1)NS(=O)(=O)C1=CC=C2C3=C(N(C2=C1)C=1SC(=NN1)C(F)F)N=CN=C3N3CCS(CC3)(=O)=O